1-(1,2,3,5,6,7-Hexahydro-s-indacen-4-yl)-3-[(2-methoxyethyl)(1-methyl-1H-pyrazol-4-yl)sulfamoyl]urea sodium salt [Na].C1CCC2=C(C=3CCCC3C=C12)NC(=O)NS(N(C=1C=NN(C1)C)CCOC)(=O)=O